IC=1N=C(C(=NC1)OCC(C)O)C 1-[(5-iodo-3-methylpyrazin-2-yl)oxy]propan-2-ol